OC(=CC(C)=O)C=CC1=CC=C(C=C1)O 4-hydroxy-6-(4-hydroxyphenyl)hex-3,5-dien-2-one